N-(2-acetoxy-3,5-dibromobenzoyl)aminocaprylic acid C(C)(=O)OC1=C(C(=O)NC(C(=O)O)CCCCCC)C=C(C=C1Br)Br